OC[C@@H](C)N1N=NN=C1C1=CC=CC(=N1)NC(=O)C1=C(C=C2CCN(CC2=C1)C(=O)OCC(C)(C)O)OC 2-hydroxy-2-methylpropyl (R)-7-((6-(1-(1-hydroxypropan-2-yl)-1H-tetrazol-5-yl)pyridin-2-yl)carbamoyl)-6-methoxy-3,4-dihydroisoquinoline-2(1H)-carboxylate